FC1=CC=C2C(=C1)N(CC21CCNCC1)C 6-fluoro-1-methyl-1,2-dihydrospiro[indole-3,4'-piperidin]